tert-butyl (2-oxocyclohexyl)carbamate O=C1C(CCCC1)NC(OC(C)(C)C)=O